ethyl 3-ethoxy-3-methyl-2-(((trifluoromethyl)sulfonyl)oxy)butanoate C(C)OC(C(C(=O)OCC)OS(=O)(=O)C(F)(F)F)(C)C